N[C@H]1[C@@H](CCC1)C(=O)O (1R,2R)-2-aminocyclopentanecarboxylic acid